CCCCCCCCCCCCCCCCCC[N+](C)(C)CCCCCCCCCCCCCCCCCC.[Br-] N,N-dimethyl-N-octadecyloctadecan-1-aminium bromide